4-methoxy-5-(2-methyl-2H-1,2,3-triazol-4-yl)benzoic acid propan-2-yl ester CC(C)OC(C1=CC=C(C(=C1)C1=NN(N=C1)C)OC)=O